N-(1'-(2-(1,1-difluoroethyl)-6-(isopropylamino)pyrimidin-4-yl)-1',2'-dihydrospiro[cyclopropane-1,3'-pyrrolo[3,2-c]pyridin]-6'-yl)acetamide FC(C)(F)C1=NC(=CC(=N1)N1CC2(C=3C=NC(=CC31)NC(C)=O)CC2)NC(C)C